4-((2,6-difluoro-4-(methylthio)benzyl)amino)-7-methoxy-1,8-naphthyridine-3-carboxylic acid ethyl ester C(C)OC(=O)C=1C=NC2=NC(=CC=C2C1NCC1=C(C=C(C=C1F)SC)F)OC